2-(2-((7-amino-2-phenyl-1H-indol-5-yl)methoxy)ethoxy)ethane-1-ol NC=1C=C(C=C2C=C(NC12)C1=CC=CC=C1)COCCOCCO